1-butyl-3-methylpyridine chloride salt [Cl-].C(CCC)N1CC(=CC=C1)C